ClC=1C=C(C=CC1F)NC(N(C)[C@@H](C)C1=CNC(C2=CC(=CC=C12)OC)=O)=O (S)-3-(3-chloro-4-fluorophenyl)-1-(1-(7-methoxy-1-oxo-1,2-dihydroisoquinolin-4-yl)ethyl)-1-methylurea